COC([C@@H](N(C(C1=NC=C(C=C1)NC(=O)C1[N@@](C1)C(C1=CC=CC=C1)(C1=CC=CC=C1)C1=CC=CC=C1)=O)C)C(C)C)=O.C(C(O)C)(=O)[O-].[Zr+4].C(C(O)C)(=O)[O-].C(C(O)C)(=O)[O-].C(C(O)C)(=O)[O-] Zirconium (IV) lactate methyl-N-methyl-N-(5-((R)-1-tritylaziridine-2-carboxamido)picolinoyl)-L-valinate